C(CCCCCCC)C(C(=O)OCCCCCCOC(COCCOCCOCCOCCC1N(CCCC1)C)COCCCCCCOC(C(CCCCCCCC)CCCCCCCC)=O)CCCCCCCC 2-[2-[2-[2-[2,3-bis[6-(2-octyldecanoyloxy)hexoxy]propoxy]ethoxy]ethoxy]ethoxy]ethyl-1-methylpiperidine